4-morpholino-3-nitro-N-(3-(pyridin-2-yl)propyl)-6-(3-(m-tolyl)-1H-pyrazol-1-yl)pyridin-2-amine O1CCN(CC1)C1=C(C(=NC(=C1)N1N=C(C=C1)C=1C=C(C=CC1)C)NCCCC1=NC=CC=C1)[N+](=O)[O-]